4-hydroxy-3-(2,2,2-trifluoroethan-1-one-1-yl)-2H-naphtho[1,2-b]pyran OC=1C2=C(OCC1C(C(F)(F)F)=O)C1=CC=CC=C1C=C2